tert-butyl 3-(2-ethanesulfonyl-5-oxo-7,8-dihydropyrido[4,3-d]pyrimidin-6(5H)-yl)propanoate C(C)S(=O)(=O)C=1N=CC2=C(N1)CCN(C2=O)CCC(=O)OC(C)(C)C